17,20-dihydroxy-4-pregnen-3-one O[C@]1(C(C)O)CC[C@H]2[C@@H]3CCC4=CC(CC[C@]4(C)[C@H]3CC[C@]12C)=O